C(C)N1CC(C(CC1)OC([C@@H](NC(=O)OCC1=CC=CC=C1)C)=O)(F)F ((Benzyloxy)carbonyl)-L-alanine 1-ethyl-3,3-difluoropiperidin-4-yl ester